(R)-3-(1-((7-methoxy-2-methyl-6-(4-(4-(methylsulfonyl)piperazin-1-yl)piperidin-1-yl)quinazolin-4-yl)amino)ethyl)-2-methylbenzonitrile COC1=C(C=C2C(=NC(=NC2=C1)C)N[C@H](C)C=1C(=C(C#N)C=CC1)C)N1CCC(CC1)N1CCN(CC1)S(=O)(=O)C